C(C)(C)(C)OC([C@@H](N=C(C1=CC=CC=C1)C1=CC=CC=C1)CC1=C(C=C(C=C1)Br)Br)=O N-Diphenylmethylene-2,4-dibromophenylalanine tert-butyl ester